CC=1N=CC(=NC1)CONC1=CC=CC=C1 (5-methylpyrazin-2-yl)methoxyaniline